CC1C(CC2NC(C=3C=NC4=C(C[C@]5(C(NC=6N=CC(/C=C/COCCCCCN1C2=O)=CC56)=O)C4)C3)=O)C3=C(C(=CC=C3F)F)F (1S,22E)-13-methyl-12-(2,3,6-trifluorophenyl)-20-oxa-5,9,14,26,28-pentazahexacyclo[22.5.2.11,4.13,7.110,14.027,30]tetratriaconta-3,5,7(33),22,24(31),25,27(30)-heptaene-8,29,32-trione